BrC1=C(C=C(C(=O)NCC=2N=NN(C2)CC2=CC=C(C=C2)C)C=C1)[N+](=O)[O-] 4-bromo-N-((1-(4-methylbenzyl)-1H-1,2,3-triazol-4-yl)methyl)-3-nitrobenzamide